O=C1NC(CCC1N1C(C2=CC=C(C=C2C1=O)N1CCC(CC1)C(=O)N1CCC(CC1)OCC1CCN(CC1)C(=O)OC(C)(C)C)=O)=O tert-butyl 4-[[1-[1-[2-(2,6-dioxo-3-piperidyl)-1,3-dioxo-isoindolin-5-yl]piperidine-4-carbonyl]-4-piperidyl]oxymethyl]piperidine-1-carboxylate